tert-butyl (3R)-3-[(5S)-3-bromo-4,5-dihydroisoxazol-5-yl]pyrrolidine-1-carboxylate BrC1=NO[C@@H](C1)[C@H]1CN(CC1)C(=O)OC(C)(C)C